6-methyl-4-(1-methyl-2-oxo-5-(4-((trifluoromethoxy)methyl)phenyl)-1,2-dihydropyridin-4-yl)-1-tosyl-2-(1-(trifluoromethyl)-1H-pyrazol-4-yl)-1,6-dihydro-7H-pyrrolo[2,3-c]pyridin-7-one CN1C(C2=C(C(=C1)C1=CC(N(C=C1C1=CC=C(C=C1)COC(F)(F)F)C)=O)C=C(N2S(=O)(=O)C2=CC=C(C)C=C2)C=2C=NN(C2)C(F)(F)F)=O